C(C=C)N(C1=C(C(=CC(=C1)C)CC(CS(=O)(=O)C1=CC=CC=C1)C)OCOC)CC=C N,N-diallyl-2-(methoxymethoxy)-5-methyl-3-(2-methyl-3-(benzenesulfonyl)propyl)aniline